C(C)O[Si](CCCN1N=C(N=C1C1=CC=C(C=C1)C)NC1=NNC(=N1)C1=CC=C(C=C1)C)(OCC)OCC 1-[3-(Triethoxysilyl)propyl]-3,3'-iminobis(5-p-tolyl-1,2,4-triazole)